2-hexene carbonate C(O)(O)=O.CC=CCCC